FC(C1(COCC1)NS(=O)C(C)(C)C)(S(=O)(=O)C1=CC=CC=C1)F N-(3-(difluoro(phenylsulfonyl)methyl)tetrahydrofuran-3-yl)-2-methylpropane-2-sulfinamide